C[NH2+]CCCC(CCCCCC)CCCCCCCCCCCCCCCCCC N-methyl-4-octadecyl-N-decylammonium